1-(tert-butyl) 2-methyl (2S,4S)-4-(methoxymethoxy)pyrrolidine-1,2-dicarboxylate COCO[C@H]1C[C@H](N(C1)C(=O)OC(C)(C)C)C(=O)OC